C1(CC1)C(=O)N1CCC2=CC(=CC=C12)[C@H]1[C@@H](C1)NCC1CCNCC1 trans-cyclopropyl-(5-(2-(piperidin-4-ylmethyl-amino)cyclopropyl)indolin-1-yl)methanone